BrC=1C=C2C(=NC(N(C2=CC1C(C)(F)F)C1=C(C=CC=C1)Cl)=O)N[C@@H]1[C@@H](C1)F 6-bromo-1-(2-chlorophenyl)-7-(1,1-difluoroethyl)-4-(((1S,2R)-2-fluorocyclopropyl)amino)quinazolin-2(1H)-one